COC1=CC=C(CN(C=2N=CN(C(C2C(=O)OC)=O)C2=C(C=CC=C2Cl)Br)CC2=CC=C(C=C2)OC)C=C1 methyl 4-(bis(4-methoxybenzyl)amino)-1-(2-bromo-6-chlorophenyl)-6-oxo-1,6-dihydropyrimidine-5-carboxylate